BrC=1C=CC(=NC1)C(C(CN1N=CC=C1)(O)C1=CC(=CC=C1)Cl)(F)F 1-(5-bromopyridin-2-yl)-2-(3-chlorophenyl)-1,1-difluoro-3-(1H-pyrazol-1-yl)propan-2-ol